C(N)(=N)NC(=N)NNC(C(C)C1=CC=C(C=C1)CC(C)C)=O N-carbamimidoyl-2-(2-(4-isobutylphenyl)propanoyl)hydrazine-1-carboximidamide